ClC=1C=C(C(=NC1)OC)S(=O)(=O)NC1=C(C(=C(C=C1)F)C=1C=C2C=NC(=NC2=CC1)N[C@@H]1CC[C@H](CC1)N(C)C)F (trans)-5-chloro-N-(3-(2-((4-(dimethylamino)cyclohexyl)amino)quinazolin-6-yl)-2,4-difluorophenyl)-2-methoxypyridine-3-sulfonamide